6-hydroxy-2lambda6-Thiaspiro[3.3]Heptane-2,2-dione OC1CC2(CS(C2)(=O)=O)C1